1-(3-(difluoromethoxy)phenyl)-3-(2-hydroxypropan-2-yl)-7-methyl-N-(3-methyl-1,1-dioxidothietan-3-yl)-1H-indazole-5-carboxamide FC(OC=1C=C(C=CC1)N1N=C(C2=CC(=CC(=C12)C)C(=O)NC1(CS(C1)(=O)=O)C)C(C)(C)O)F